FC(CNC1=CC=C(C(=O)NC2CCC(CC2)NC2=CC=CC=3N2C=C(N3)C(F)(F)F)C=C1)F 4-[(2,2-difluoroethyl)amino]-N-[(1s,4s)-4-{[2-(trifluoromethyl)imidazo[1,2-a]pyridin-5-yl]amino}cyclohexyl]benzamide